N-[3-(2-oxo-1,2-dihydroquinolin-7-yl)phenyl]prop-2-enamide O=C1NC2=CC(=CC=C2C=C1)C=1C=C(C=CC1)NC(C=C)=O